N1(CCCCC1)CC1=NNC2=CN=C(C=C21)C2=NC=CC(=C2)C2=NOC(=N2)C(F)(F)F 3-(2-(3-(Piperidin-1-ylmethyl)-1H-pyrazolo[3,4-c]pyridin-5-yl)pyridin-4-yl)-5-(trifluoromethyl)-1,2,4-oxadiazole